ClC1=CC=C2C(=NC=3N(C2=C1)C=NN3)N(C=3C=C(C=CC3)NC(C3=CC=CC=C3)=O)C N-(3-((8-chloro-[1,2,4]triazolo[4,3-a]quinazolin-5-yl)(methyl)amino)phenyl)benzamide